(S)-2-((5-(3-fluoro-4-(2-oxopyrrolidin-1-yl)phenyl)pyridin-2-yl)amino)-8,8-dimethyl-6,6a,7,8-tetrahydro-9H-pyrido[2,3-b]pyrrolo-[1,2-d][1,4]oxazin-9-one FC=1C=C(C=CC1N1C(CCC1)=O)C=1C=CC(=NC1)NC1=CC2=C(OC[C@H]3N2C(C(C3)(C)C)=O)N=C1